3-chloro-2-(2-(6-methoxy-2-methylpyridin-3-yl)phenyl)imidazo[1,2-a]pyridine-7-carboxylic acid ClC1=C(N=C2N1C=CC(=C2)C(=O)O)C2=C(C=CC=C2)C=2C(=NC(=CC2)OC)C